2-propyl-1,3-hexanediol dibenzoate C(C1=CC=CC=C1)(=O)OCC(C(CCC)OC(C1=CC=CC=C1)=O)CCC